C(C)(C)(C)OC(=O)N1CC(CC1)C(NCC1=CC(=C(C=C1)F)F)=O.FC1=C(C=C(C(=C1F)F)F)[B-](C1=C(C(=C(C(=C1)F)F)F)F)(C1=C(C(=C(C(=C1)F)F)F)F)C1=C(C(=C(C(=C1)F)F)F)F.C[Si+](C)C trimethylsilylium tetrakis(2,3,4,5-tetrafluorophenyl)borate tert-butyl-3-((3,4-difluorobenzyl)carbamoyl)pyrrolidine-1-carboxylate